CC1(C(N(C2CCC12)C(=O)OCC1=CC=CC=C1)C(=O)OC)CCCB1OC(C(O1)(C)C)(C)C 2-benzyl 3-methyl 4-methyl-4-(3-(4,4,5,5-tetramethyl-1,3,2-dioxaborolan-2-yl)propyl)-2-azabicyclo[3.2.0]heptane-2,3-dicarboxylate